C(C=C)OC1=C(C=C(C=C1)NC1=NC=C(C(=N1)NC1=C(C(=O)NC)C=C(C=C1)OCCCC=C)C(F)(F)F)OC 2-((2-((4-(Allyloxy)-3-methoxyphenyl)amino)-5-(trifluoromethyl)pyrimidin-4-yl)amino)-N-methyl-5-(pent-4-en-1-yloxy)benzamide